CC1=C(C=CC(=C1)C)SC1=C(N)C=CC=C1 2-((2,4-dimethylphenyl)thio)aniline